NC1=NN(C2=CC(=CC=C12)F)C(C(CC)COC1=CC=CC=C1)=O 1-(3-Amino-6-fluoro-1H-indazol-1-yl)-2-(phenoxymethyl)butan-1-one